1-(3-(3-(1H-pyrazol-1-yl)quinoxaline-6-carbonyl)phenyl)-3-(3-chloro-4-fluorophenyl)urea N1(N=CC=C1)C=1C=NC2=CC=C(C=C2N1)C(=O)C=1C=C(C=CC1)NC(=O)NC1=CC(=C(C=C1)F)Cl